(S)-5-(1-benzyl-5-(3,5-dimethylisoxazol-4-yl)-1H-benzo[d]imidazol-2-yl)pyrrolidin-2-one C(C1=CC=CC=C1)N1C(=NC2=C1C=CC(=C2)C=2C(=NOC2C)C)[C@@H]2CCC(N2)=O